dysprosium-strontium-manganese [Mn].[Sr].[Dy]